CN1N=C(C(=C1)C1=CC=2C3=C(C=NC2C=C1OC)N(C(N3C3=NC=C(C(=O)NC)C=C3F)=O)C)C 6-[8-(1,3-Dimethyl-1H-pyrazol-4-yl)-7-methoxy-3-methyl-2-oxo-2,3-dihydroimidazo[4,5-c]quinolin-1-yl]-5-fluoro-N-methylnicotinamide